F[C@@H]1[C@@H]([C@@H](CN(C1)C1=NC=CC(=N1)NC=1N=CC2=C(C=CC(=C2C1)C(C)C)N1[C@@H]([C@H](C1)CS(=O)(=O)C)C)O)OC (3R,4R,5S)-5-fluoro-1-(4-((5-isopropyl-8-((2R,3S)-2-methyl-3-((methylsulfonyl)methyl)azetidin-1-yl)isoquinolin-3-yl)amino)pyrimidin-2-yl)-4-methoxypiperidin-3-ol